1-(3-methoxyphenyl)-2-(4-methylbenzo[d][1,3]dioxol-2-yl)ethan-1-one COC=1C=C(C=CC1)C(CC1OC2=C(O1)C=CC=C2C)=O